morpholine-propionic acid N1(CCOCC1)CCC(=O)O